ClC1=C(C=C(C=C1)N1N=C(N=C1CNC(NCC1=NC=NN1C1=CC2=C(CCO2)C=C1)=O)C)F 3-{[1-(4-chloro-3-fluorophenyl)-3-methyl-1H-1,2,4-triazol-5-yl]methyl}-1-{[1-(2,3-dihydro-1-benzofuran-6-yl)-1H-1,2,4-triazol-5-yl]methyl}urea